BrC=1C(=C(C=CC1F)C[C@@H](C(=O)OC)NC(=O)OC(C)(C)C)O methyl (2S)-3-(3-bromo-4-fluoro-2-hydroxyphenyl)-2-[(tert-butoxycarbonyl)amino]propanoate